NC1=NC=2C=C(C(=CC2C2=C1N(N=C2)C)C(=O)N([C@@H]2COCC1=NC(=CC=C12)C(F)(F)F)CC)F 4-amino-N-ethyl-7-fluoro-3-methyl-N-((5S)-2-(trifluoro-methyl)-5,8-dihydro-6H-pyrano[3,4-b]pyridin-5-yl)-3H-pyrazolo[3,4-c]quinoline-8-carboxamide